N-(2-methylsulfanylethyl)-3-(p-tolyl)-N-(1H-pyrazol-3-yl)prop-2-enamide CSCCN(C(C=CC1=CC=C(C=C1)C)=O)C1=NNC=C1